C1(CC1)N1SC2=C(C1=O)C=CC=C2 N-cyclopropyl-1,2-benzisothiazolin-3-one